5-(benzyloxy)-N-(1-isopropylpiperidin-4-yl)-2-methylbenzofuran-3-carboxamide C(C1=CC=CC=C1)OC=1C=CC2=C(C(=C(O2)C)C(=O)NC2CCN(CC2)C(C)C)C1